3-(5-fluoropyridin-2-yl)-N-(1-methyl-3-(trifluoromethyl)-1H-pyrazol-5-yl)quinoline-7-carboxamide FC=1C=CC(=NC1)C=1C=NC2=CC(=CC=C2C1)C(=O)NC1=CC(=NN1C)C(F)(F)F